2-methyl-9-oxo-11-{4-[(1-oxooctyl) oxy] butyl}-2,8-diaza-5,10-dioxapentadec-15-yl octanoate C(CCCCCCC)(=O)OCCCCC(OC(NCCOCCN(C)C)=O)CCCCOC(CCCCCCC)=O